N6-hydroxyadenosine tert-Butyl-8-[4-(3-bromo-2-chloro-phenyl)-3-chloro-2-pyridyl]-1-methyl-3,5-dihydro-2H-1,4-benzodiazepine-4-carboxylate C(C)(C)(C)C1N(C2=C(CN(C1)C(=O)OC[C@@H]1[C@H]([C@H]([C@@H](O1)N1C=NC=3C(NO)=NC=NC13)O)O)C=CC(=C2)C2=NC=CC(=C2Cl)C2=C(C(=CC=C2)Br)Cl)C